(E)-5,5-diethoxy-2-methyl-1-(p-tolyl)pent-3-en-2-ol C(C)OC(/C=C/C(CC1=CC=C(C=C1)C)(O)C)OCC